C1(=CC=C(C=C1)S(=O)(=O)CC(\C=C/Cl)=CCC=C(C)C)C (Z)-(1-Chloro-7-methyl-3,6-octadienen-3-yl)methyl p-tolyl sulfone